BrC=1C(=C(C(=CC1)F)CC#N)F 2-(3-bromo-2,6-difluorophenyl)acetonitrile